N-[3,4-difluoro-2-(2-fluoro-4-iodoanilino)-6-methoxyphenyl]-1-[(2S)-2,3-dihydroxypropyl]cyclopropane-1-sulfonamide FC=1C(=C(C(=CC1F)OC)NS(=O)(=O)C1(CC1)C[C@@H](CO)O)NC1=C(C=C(C=C1)I)F